C(CO)(=O)O.C(CCCC)(=O)NC=1C=C2C(=CNC2=CC1)C1=CCN2CCCC2C1 5-(pentanoyl)amino-3-(1,2,3,4,5,8-hexahydroindolizin-7-yl)-1H-indole glycolate